FCN(C(=O)N)C 1-(fluoromethyl)-1-methylurea